O1C(=NC2=C1C=CC=C2)C2=CC=C(C=C2)C=CC2=CC=C(C=C2)C=2OC1=C(N2)C=CC=C1 4,4'-bis(benzoxazol-2-yl)stilbene